OC=1C=C2C=C(C(=CC2=CC1C)C(=O)O)C 6-hydroxy-3,7-dimethyl-2-naphthoic acid